BrC1=CC2=C(N(C(N2CCN(C)C)=O)CC2=NC=C(C=C2)C=2OC(=NN2)C(F)F)C=C1F 5-bromo-1-((5-(5-(difluoromethyl)-1,3,4-oxadiazole-2-yl)pyridine-2-yl)methyl)-3-(2-(dimethylamino)ethyl)-6-fluoro-1,3-dihydro-2H-benzo[d]imidazole-2-one